ClC1=C(C=C2C(=C(N(C2=C1F)C)C1=NNC(=N1)C(C#N)C)C=1C=NNC1)OC 2-(3-(6-chloro-7-fluoro-5-methoxy-1-methyl-3-(1H-pyrazol-4-yl)-1H-indol-2-yl)-1H-1,2,4-triazol-5-yl)propanenitrile